C(C)OC(=O)[C@@H]1CN(CCC1)C(C(CC1=CC=C2C(=CC(OC2=C1)=O)C1=C(C=CC=C1)C)C)=O.F[B-](F)(F)F.C(CCC)N1C(=[N+](C=C1)C)C 1-butyl-2,3-dimethylimidazolium tetrafluoroborate ethyl-(3S)-1-(2-methyl-3-(2-oxo-4-(o-tolyl)-2H-chromen-7-yl)propanoyl)piperidine-3-carboxylate